7-((tert-butoxycarbonyl)(3-(vinylsulfonamido)benzyl)amino)-3-isopropylpyrazolo[1,5-a]pyrimidine C(C)(C)(C)OC(=O)N(C1=CC=NC=2N1N=CC2C(C)C)CC2=CC(=CC=C2)NS(=O)(=O)C=C